C(C)(=O)OC[C@@H]1O[C@H]([C@@H]([C@@H]1CC(=O)O)CC(=O)O)N1C2=NC(=NC=C2NC1=O)N.C1(CC1)C(C(F)(F)F)NNC(C1=CC=CC=C1)=O N'-(1-cyclopropyl-2,2,2-trifluoroethyl)benzoyl-hydrazine (2R,3S,4R,5R)-2-(Acetoxymethyl)-5-(2-amino-8-oxo-7,8-dihydro-9H-purin-9-yl)tetrahydrofuran-3,4-diyl-diacetate